C(C(C)C)C1C(CC2N(CCC3=CC(=C(C=C23)O)O)C1)=O 3-Isobutyl-9,10-dihydroxyl-1,3,4,6,7,11b-hexahydro-2H-pyrido[2,1-a]isoquinolin-2-one